3,4-bis(benzyloxy)aniline C(C1=CC=CC=C1)OC=1C=C(N)C=CC1OCC1=CC=CC=C1